F\C(\C(=O)O)=C/OC1=CC2=C(N(CC(CS2(=O)=O)(CCC)C)C2=CC=CC=C2)C=C1SC (Z)-2-fluoro-3-((3-methyl-7-(methylthio)-1,1-dioxido-5-phenyl-3-propyl-2,3,4,5-tetrahydro-1,5-benzothiazepin-8-yl)oxy)acrylic acid